NC1=C2N=CN(C2=NC=N1)C[C@@H](C)OCP(OCCSCCCCCCCCCCCCCCC=1SC=CC1)(O)=O 2-((14-(thiophen-2-yl)tetradecyl)thio)ethyl hydrogen ((((R)-1-(6-amino-9H-purin-9-yl)propan-2-yl)oxy)methyl)phosphonate